C(CCCCCCCCCC#C\C=C/CC)(=O)O (Z)-13-hexadecen-11-ynoic acid